N,N-dimethylaminomethyl-styrene CN(C)CC=CC1=CC=CC=C1